ClC=1C=C(C(=NC1)N1CCC(CC1)OCC)NS(=O)(=O)C1=CC=CC2=C1C(=C(O2)C(=O)NO)C (N-(5-chloro-2-(4-ethoxypiperidin-1-yl)pyridin-3-yl)aminosulfonyl)-N-hydroxy-3-methylbenzofuran-2-carboxamide